(3-(4-(3-ethylpyridin-2-yloxy)-2-(hydroxymethyl)phenyl)pyrrolidin-1-yl)(5-fluoropyridin-2-yl)methanone C(C)C=1C(=NC=CC1)OC1=CC(=C(C=C1)C1CN(CC1)C(=O)C1=NC=C(C=C1)F)CO